C(C)C(N1CC(C1)=O)OC(CC)N1CC(C1)=O bis(1-ethyl-(3-oxoazetidinyl) methyl) ether